2-bromo-4-{2-[(2S)-2-(2-methylphenyl)pyrrolidin-1-yl]-7-azaspiro[3.5]nonan-7-yl}-N-{3-nitro-4-[(oxan-4-ylmethyl)amino]benzenesulfonyl}benzamide BrC1=C(C(=O)NS(=O)(=O)C2=CC(=C(C=C2)NCC2CCOCC2)[N+](=O)[O-])C=CC(=C1)N1CCC2(CC(C2)N2[C@@H](CCC2)C2=C(C=CC=C2)C)CC1